N-ethyl-1-[6-[4-(1H-pyrazol-4-yl)-1,3-benzothiazol-7-yl]pyridazin-3-yl]piperidin-4-amine C(C)NC1CCN(CC1)C=1N=NC(=CC1)C1=CC=C(C=2N=CSC21)C=2C=NNC2